1-(1-(1-(tert-butyl)-1H-tetrazol-5-yl)-3-phenylpropyl)-4-(3,5-dichloropyridin-4-yl)piperazine C(C)(C)(C)N1N=NN=C1C(CCC1=CC=CC=C1)N1CCN(CC1)C1=C(C=NC=C1Cl)Cl